methyl (S)-2-chloro-3-((tetrahydrofuran-3-yl)oxy)isonicotinate ClC=1C(=C(C(=O)OC)C=CN1)O[C@@H]1COCC1